(3R)-5-hydroxy-3-[2-(hydroxymethyl)-1H-indol-3-yl]-2,3-dihydro-1H-isoindol-1-one OC=1C=C2[C@@H](NC(C2=CC1)=O)C1=C(NC2=CC=CC=C12)CO